C1(CC1)CN1CCC(CC1)C1=C(N=C(S1)C1=NNC(=C1C(C)C)C=1C(=C(C=2N(C1)N=CN2)C)C)C 5-(1-(cyclopropylmethyl)piperidin-4-yl)-2-(5-(7,8-dimethyl-[1,2,4]triazolo[1,5-a]pyridin-6-yl)-4-isopropyl-1H-pyrazol-3-yl)-4-methylthiazole